C(CCCCCCCCCCCCCCCCC)OC(CCCCCCC)=O Stearyloctanoat